tert-butyl ((3R)-1-(6-((4-(6-methoxy-1-(tetrahydro-2H-pyran-2-yl)-1H-indazol-4-yl)-1H-1,2,3-triazol-1-yl)methyl)pyridazin-3-yl)piperidin-3-yl)carbamate COC1=CC(=C2C=NN(C2=C1)C1OCCCC1)C=1N=NN(C1)CC1=CC=C(N=N1)N1C[C@@H](CCC1)NC(OC(C)(C)C)=O